2-chloro-1-isocyanato-3,4-dimethoxybenzene ClC1=C(C=CC(=C1OC)OC)N=C=O